tert-butyl ((5-(2,6-dioxopiperidin-3-yl)-6-oxo-5,6-dihydro-4H-thieno[2,3-c]pyrrol-2-yl)methyl)carbamate O=C1NC(CCC1N1C(C2=C(C1)C=C(S2)CNC(OC(C)(C)C)=O)=O)=O